OC[C@@H]1C(N[C@H](C(N1)=O)C)=O (3R,6S)-3-(Hydroxymethyl)-6-methylpiperazine-2,5-dione